tert-butyl (2-(7-(3-hydroxynaphthalen-1-yl)-2-oxo-3-(1-propionylazetidin-3-yl)-3,4-dihydroquinazolin-1(2H)-yl)ethyl)carbamate OC=1C=C(C2=CC=CC=C2C1)C1=CC=C2CN(C(N(C2=C1)CCNC(OC(C)(C)C)=O)=O)C1CN(C1)C(CC)=O